OCC1=CC=C(C=C1)[C@@H](C)[C@]1(C(N(C(C1)=O)C(C1=CC=CC=C1)(C1=CC=CC=C1)C1=CC=CC=C1)=O)C (3S)-3-[(1R)-1-[4-(hydroxymethyl)phenyl]ethyl]-3-methyl-1-trityl-pyrrolidine-2,5-dione